tert-butyl (R)-3-(4-amino-7-bromo-1H-imidazo[4,5-c]quinolin-2-yl)piperidine-1-carboxylate NC1=NC=2C=C(C=CC2C2=C1N=C(N2)[C@H]2CN(CCC2)C(=O)OC(C)(C)C)Br